methyl 5-chloro-2-(difluoromethoxy)-6-methyl-pyridine-3-carboxylate ClC=1C=C(C(=NC1C)OC(F)F)C(=O)OC